CN1C(CCCC1)CO (1-methyl-2-piperidinyl)methanol